benzyl-octyl-dimethyl-ammonium C(C1=CC=CC=C1)[N+](C)(C)CCCCCCCC